tert-Butyl trans-3-(4-(trifluoromethyl)phenoxy)cyclobutylcarbamate FC(C1=CC=C(O[C@@H]2C[C@H](C2)NC(OC(C)(C)C)=O)C=C1)(F)F